OC1=C(C(=O)O)C=CC=C1 ortho-hydroxyl-benzoic acid